(R)-1-((S)-3-((tert-butyldimethylsilyl)oxy)pyrrolidin-1-yl)propan-2-ol [Si](C)(C)(C(C)(C)C)O[C@@H]1CN(CC1)C[C@@H](C)O